ClC1=NC(=C(C(=N1)Cl)C(=O)OC)C Methyl 2,4-dichloro-6-methylpyrimidine-5-carboxylate